BrC1=CC(=C(C=C1Cl)S(=O)(=O)N(C1=NC=NS1)CC1=C(C=C(C=C1)OC)OC)F 4-bromo-5-chloro-N-(2,4-dimethoxybenzyl)-2-fluoro-N-(1,2,4-thiadiazol-5-yl)benzenesulfonamide